tert-butyl 5-methoxy-4-(((2S)-2-(4-(methoxycarbonyl)phenyl)-4-(tetrahydro-2H-pyran-4-yl)piperidin-1-yl)methyl)-7-methyl-1H-indole-1-carboxylate COC=1C(=C2C=CN(C2=C(C1)C)C(=O)OC(C)(C)C)CN1[C@@H](CC(CC1)C1CCOCC1)C1=CC=C(C=C1)C(=O)OC